N-{4-[4-(morpholin-4-yl)-7-{[2-(trimethylsilyl)ethoxy]methyl}-7H-pyrrolo[2,3-d]pyrimidin-6-yl]phenyl}piperazine-1-sulfonamide N1(CCOCC1)C=1C2=C(N=CN1)N(C(=C2)C2=CC=C(C=C2)NS(=O)(=O)N2CCNCC2)COCC[Si](C)(C)C